2-((R)-6-fluoro-1-methylisochroman-8-yl)-2-(methyl((1S,3S)-3-(4-(5,6,7,8-tetrahydro-1,8-naphthyridin-2-yl)butoxy)cyclopentyl)amino)acetic acid FC=1C=C2CCO[C@@H](C2=C(C1)C(C(=O)O)N([C@@H]1C[C@H](CC1)OCCCCC1=NC=2NCCCC2C=C1)C)C